CCCCCCC(CC)C(=O)[O-] nonane-7-carboxylate